N-[3-(benzylcarbamoyl)-4-chlorophenyl]-1-methyl-3-(pentafluoroethyl)-4-(trifluoromethyl)-1H-pyrazol-5-carboxamide C(C1=CC=CC=C1)NC(=O)C=1C=C(C=CC1Cl)NC(=O)C1=C(C(=NN1C)C(C(F)(F)F)(F)F)C(F)(F)F